OC1=CC(=C2C(=C(C(OC2=C1C=O)=O)CCOCCOC)C)OC 7-hydroxy-5-methoxy-3-(2-(2-methoxyethoxy)ethyl)-4-methyl-2-oxo-2H-chromene-8-carbaldehyde